BrC1=CC=CC=2OCC(NC21)=O 5-bromo-2H-benzo[b][1,4]oxazin-3(4H)-one